2-(5-(2-((2,3-dihydro-1H-inden-2-yl)amino)-7,8-dihydropyrido[4,3-d]pyrimidin-6(5H)-yl)-1,3,4-oxadiazol-2-yl)-1-(3,4,6,7-tetrahydro-5H-[1,2,3]triazolo[4,5-c]pyridin-5-yl)ethan-1-one C1C(CC2=CC=CC=C12)NC=1N=CC2=C(N1)CCN(C2)C2=NN=C(O2)CC(=O)N2CC1=C(CC2)N=NN1